tert-butyl (4-(6-(3,4-dimethylpiperazin-1-yl)pyrrolo[2,1-f][1,2,4]triazin-4-yl)-3-fluoro-2-methylbenzyl)carbamate CC1CN(CCN1C)C=1C=C2C(=NC=NN2C1)C1=C(C(=C(CNC(OC(C)(C)C)=O)C=C1)C)F